[Na].C=1(C(O)=CC=CC1)OC guaiacol sodium salt